CC(CCC)NC1=NC=NC=2C=NNC(C21)=O 4-(pentan-2-ylamino)pyrimido[4,5-d]pyridazin-5(6H)-one